4-((4-(4-(methylamino)piperidin-1-yl)phenyl)amino)-7-(pyridin-4-yl)-1,2-dihydro-3H-pyrrolo[3,4-c]pyridin-3-one CNC1CCN(CC1)C1=CC=C(C=C1)NC1=NC=C(C2=C1C(NC2)=O)C2=CC=NC=C2